8,8'-((5-(Decylamino)-5-Oxopentyl)Azanediyl)Bis(N,N-Didecyloctanamide) C(CCCCCCCCC)NC(CCCCN(CCCCCCCC(=O)N(CCCCCCCCCC)CCCCCCCCCC)CCCCCCCC(=O)N(CCCCCCCCCC)CCCCCCCCCC)=O